Cl.N[C@H](COC1=C(C(=NC=C1)N1CC(N(CC1)C1=NC=C(C=N1)C(F)(F)F)=O)F)C (S)-4-(4-(2-aminopropoxy)-3-fluoropyridin-2-yl)-1-(5-(trifluoromethyl)pyrimidin-2-yl)piperazin-2-one hydrochloride